[Cu]=S copper monosulfide